BrC1=CC(=C(C(=O)OC)C=C1)N(C)C1CCC1 methyl 4-bromo-2-(cyclobutyl(methyl)amino)benzoate